C12(CC(C1)C2)C=2SC(=C(N2)C=2C(=C(C=CC2)NS(=O)(=O)C2=C(C=CC=C2C(F)(F)F)F)F)C2=NC(=NC=C2)NC2CCC(CC2)S(=O)(=O)C N-(3-(2-(bicyclo[1.1.1]pentan-1-yl)-5-(2-(((1s,4s)-4-(methylsulfonyl)cyclohexyl)amino)pyrimidin-4-yl)thiazol-4-yl)-2-fluorophenyl)-2-fluoro-6-(trifluoromethyl)benzenesulfonamide